C1=CC=C(C=C1)[C@H](C(=O)[O-])[NH3+] The molecule is a D-alpha-amino acid zwitterion arising from transfer of a proton from the carboxy to the amino group of D-alpha-phenylglycine; major species at pH 7.3. It is a tautomer of a D-alpha-phenylglycine.